FC(N1N=CC(=C1)C=1N(C(=C(N1)NC(OC(C)(C)C)=O)S(=O)(=O)CC)C)F tert-butyl N-[2-[1-(difluoromethyl)pyrazol-4-yl]-5-ethylsulfonyl-1-methyl-imidazol-4-yl]carbamate